ClC1=CC=C(C=C1)NC(COC(C1=CC=C(C=C1)[N+]#[C-])=O)=O.C[C@@H]1O[C@@H](CN(C1)C=1C=CC(=NC1)C=1C=NC(=CC1NC1=NC(=CC(=C1)OC([2H])([2H])[2H])S(=O)(=O)C)NC(C)=O)C N-(5-((cis)-2,6-dimethylmorpholino)-4'-((4-(methoxy-d3)-6-(methylsulfonyl)pyridin-2-yl)amino)-[2,3'-bipyridin]-6'-yl)acetamide 2-((4-chlorophenyl)amino)-2-oxoethyl-4-isocyanobenzoate